(3aS,4R,6aR)-1-((((2S,3R)-2-amino-3-hydroxybutanoyloxy)methoxy)carbonyl)-4-(4-boronobutyl)octahydropyrrolo[3,4-b]pyrrole-4-carboxylic acid N[C@H](C(=O)OCOC(=O)N1[C@@H]2[C@H](CC1)[C@@](NC2)(C(=O)O)CCCCB(O)O)[C@@H](C)O